1-(3-(Dimethoxymethyl)phenyl)-7-(trifluoromethyl)-2H-benzo[d][1,3]oxazine-2,4(1H)-dione COC(C=1C=C(C=CC1)N1C(OC(C2=C1C=C(C=C2)C(F)(F)F)=O)=O)OC